(3aR,4R,5R,7R,8S,9R,9aS,12R)-7-formyl-8-hydroxy-4,7,9,12-tetramethyl-3-oxodecahydro-4,9a-propanocyclopenta[8]annulen-5-yl-2-(tosyloxy)acetate C(=O)[C@@]1(C[C@H]([C@@]2([C@H]3[C@]([C@H]([C@@H]1O)C)(CCC3=O)CC[C@H]2C)C)C(C(=O)[O-])OS(=O)(=O)C2=CC=C(C)C=C2)C